FC(C(=O)N1C2CN(C(C1)CC2)C=2C=CC=1N=CN=C(C1N2)NC2=CC(=C(C=C2)OC2=CC1=C(N(N=N1)C)C=C2)C)=C 2-fluoro-1-(5-(4-((3-methyl-4-((1-methyl-1H-benzo[d][1,2,3]triazol-5-yl)oxy)phenyl)amino)pyrido[3,2-d]pyrimidin-6-yl)-2,5-diazabicyclo[2.2.2]octan-2-yl)prop-2-en-1-one